sodium 2-decanamido-3-((2-methacryloxyethyl)amino)-3-oxopropane-1-sulfonate C(CCCCCCCCC)(=O)NC(CS(=O)(=O)[O-])C(=O)NCCOC(C(=C)C)=O.[Na+]